n-decylphosphine C(CCCCCCCCC)P